6-chloro-3-[4-(3-isoxazol-4-yl-piperidin-1-yl)-pyrimidin-2-yl]-imidazo[1,2-a]pyridine ClC=1C=CC=2N(C1)C(=CN2)C2=NC=CC(=N2)N2CC(CCC2)C=2C=NOC2